p-Cresole C1=CC(=CC=C1O)C